O=S1(CCC(CC1)OS(=O)(=O)C1=CC=C(C=C1)C)=O 4-Methylbenzenesulfonic acid 1,1-dioxotetrahydro-2H-thiopyran-4-yl ester